trimethylolpropane tris(2-mercapto acetate) SCC(=O)O.SCC(=O)O.SCC(=O)O.C(O)C(CC)(CO)CO